C(C1CO1)OC1CCC(CC1)OCC1CO1 1,4-bis(glycidoxy)cyclohexane